4-chloro-5-(4,4-difluorocyclohexyl)pyridine-2-carboxylic acid ClC1=CC(=NC=C1C1CCC(CC1)(F)F)C(=O)O